S(N)(OC1=CC=C(C=C1)CN1C(=NC=2C=NC(=C(C21)C2=CC=CC=C2)OC)C)(=O)=O 4-((6-methoxy-2-methyl-7-phenyl-1H-imidazo[4,5-c]pyridin-1-yl)methyl)phenyl sulfamate